O=C1NC(CCC1NC1=CC(=C(C=C1)C1CC2CCC(C1)N2CC(=O)OC(C)(C)C)F)=O tert-butyl 2-[3-[4-[(2,6-dioxo-3-piperidyl)amino]-2-fluoro-phenyl]-8-azabicyclo[3.2.1]octan-8-yl]acetate